FC1=CC=C(C=C1)S(=O)(=O)NCC1=CN=NN1CC1=CC=C(C=C1)NC(=O)C(C(=O)OCC)CC(C)C Ethyl 2-[[4-[[5-[[(4-fluorophenyl)sulfonylamino]methyl]triazol-1-yl]methyl]phenyl]carbamoyl]-4-methyl-pentanoate